(2r,5s)-4-(7-(3-fluorophenyl)-5-iodo-7H-pyrrolo[2,3-d]pyrimidin-4-yl)-2,5-dimethylpiperazine-1-carboxylic acid tert-butyl ester C(C)(C)(C)OC(=O)N1[C@@H](CN([C@H](C1)C)C=1C2=C(N=CN1)N(C=C2I)C2=CC(=CC=C2)F)C